COC(=O)C=1C=CC(=C2C=NN(C12)CC1=CC(=CC=C1)C1CC1)C#CC (3-cyclopropylbenzyl)-4-(propane-1-yn-1-yl)-1H-indazole-7-carboxylic acid methyl ester